methyl (R)-4,4-dimethylpyrrolidine-3-carboxylate CC1([C@H](CNC1)C(=O)OC)C